CP(=O)(C)C1=CC(=C(C=C1)NCC#CC1=C(C2=C(S1)C(=CC=C2)N[C@@H]2[C@@H](CN(CC2)C)F)CC#N)OC 2-(2-(3-((4-(dimethylphosphoryl)-2-methoxyphenyl)amino)prop-1-yn-1-yl)-7-(((3R,4S)-3-fluoro-1-methylpiperidin-4-yl)amino)benzo[b]thiophen-3-yl)acetonitrile